racemic-6-chloro-3-fluoro-8-((2S,2S)-2-(4-(trifluoromethoxy)phenyl)cyclopropyl)imidazo[1,2-b]pyridazine ClC=1C=C(C=2N(N1)C(=CN2)F)[C@H]2[C@H](C2)C2=CC=C(C=C2)OC(F)(F)F |&1:11|